C(C)(C)(C)[P+](C)(C)C (tert-butyl)-trimethylphosphonium